3-(3,4-dimethylphenyl)-5,7-di-tert-butyl-benzo-furan-2-one CC=1C=C(C=CC1C)C1C(OC2=C1C=C(C=C2C(C)(C)C)C(C)(C)C)=O